10-[1,1,1-tris(hydroxymethyl)methyl]-1,4,7-triscarboxymethyl-1,4,7,10-tetraazacyclododecane OCC(CO)(CO)N1CCN(CCN(CCN(CC1)CC(=O)O)CC(=O)O)CC(=O)O